O[C@H]1[C@H](CCC2=C1N=C(S2)C(=O)N)[C@H]2N1C(C3=CC=CC=C23)=CN=C1 (4S,5R)-4-hydroxy-5-((R)-5H-imidazo[5,1-a]isoindol-5-yl)-4,5,6,7-tetrahydrobenzo[d]thiazole-2-carboxamide